COC1=CC=C(C=C1)CS(=O)(=O)NC1=C(C(=C(C=C1F)C1=CC2=C(N=C(N=C2)N[C@@H]2CNC[C@H](C2)F)N(C1=O)C(C)C)F)F 1-(4-Methoxyphenyl)-N-(2,3,6-trifluoro-4-(2-(((3S,5S)-5-fluoropiperidin-3-yl)amino)-8-isopropyl-7-oxo-7,8-dihydropyrido[2,3-d]pyrimidin-6-yl)phenyl)methanesulfonamide